2-(((trans-4-((Dimethylamino)methyl)cyclohexyl)thio)methyl)-8-methyl-quinazolin-4(3H)-one CN(C)C[C@@H]1CC[C@H](CC1)SCC1=NC2=C(C=CC=C2C(N1)=O)C